ONC(\C=C\C1=CC=C(C=C1)\C=C\C(=O)N1CCN(CC1)C)=O (E)-N-hydroxy-3-{4-[(E)-3-(4-methyl-piperazin-1-yl)-3-oxo-propenyl]-phenyl}-acrylamide